[N+](=O)([O-])C=1C=C(C=CC1)N1CCNCC1 1-(3-nitrophenyl)piperazine